(1R,5S)-3-(8-fluoro-7-(3-hydroxynaphthalen-1-yl)-2-((tetrahydro-1H-pyrrolizin-7a(5H)-yl)methoxy)quinazolin-4-yl)-3,8-diazabicyclo[3.2.1]octane-8-carboxamide FC=1C(=CC=C2C(=NC(=NC12)OCC12CCCN2CCC1)N1C[C@H]2CC[C@@H](C1)N2C(=O)N)C2=CC(=CC1=CC=CC=C21)O